(R)-N-(6-cyano-1-cyclobutyl-1H-benzo[d]imidazol-2-yl)-2,3,3-trimethylbutanamide C(#N)C=1C=CC2=C(N(C(=N2)NC([C@@H](C(C)(C)C)C)=O)C2CCC2)C1